(RS)-tert-Butyl 2-(4-aminophenyl)morpholine-4-carboxylate NC1=CC=C(C=C1)[C@@H]1CN(CCO1)C(=O)OC(C)(C)C |r|